O=C1NC(CCC1N1C(C2=CC=CC(=C2C1=O)N1CCC2(CC1)CCNCC2)=O)=O 2-(2,6-dioxopiperidin-3-yl)-4-(3,9-diazaspiro[5.5]undecan-3-yl)isoindoline-1,3-dione